(7-((3-(4-(((3S,4R)-3-fluoropiperidin-4-yl)amino)-1-(2,2,2-trifluoroethyl)-1H-indol-2-yl)prop-2-yn-1-yl)amino)benzofuran-4-yl)dimethylphosphine oxide F[C@H]1CNCC[C@H]1NC1=C2C=C(N(C2=CC=C1)CC(F)(F)F)C#CCNC1=CC=C(C=2C=COC21)P(C)(C)=O